3-(4-(trifluoromethoxy)phenyl)isophthalamide FC(OC1=CC=C(C=C1)C1(CC(C(=O)N)=CC=C1)C(=O)N)(F)F